ClC1=CC=2C(C=N1)=C(N(N2)C2=CC=C(C=C2)F)C(=C)C 6-chloro-2-(4-fluorophenyl)-3-isopropenyl-pyrazolo[4,3-c]pyridine